3-acryloxypropylmethyldimethoxysilane C(C=C)(=O)OCCC[Si](OC)(OC)C